3-(4-iodo-1H-pyrazolo[3,4-b]pyridin-6-yl)-2-methylbenzonitrile IC1=C2C(=NC(=C1)C=1C(=C(C#N)C=CC1)C)NN=C2